tert-Butyl (R,Z)-6-((tert-butylsulfinyl)imino)-2-chloro-4,6-dihydrospiro[cyclopenta[d]thiazole-5,4'-piperidine]-1'-carboxylate C(C)(C)(C)[S@@](=O)\N=C\1/C2=C(N=C(S2)Cl)CC12CCN(CC2)C(=O)OC(C)(C)C